ClC1=C(C(=CC(=C1)[N+](=O)[O-])Cl)S=C(N(C)C)[O-] S-(2,6-dichloro-4-nitrophenyl)dimethylcarbamothioate